C(=O)NCCC1=CNC2=CC=CC=C12 N-formyltryptamine